methyl 4-(5-fluoro-3-{1-[(5-fluoropyridin-3-yl)oxy]ethyl}pyridin-2-yl)-5-methylthiophene-2-carboxylate FC=1C=C(C(=NC1)C=1C=C(SC1C)C(=O)OC)C(C)OC=1C=NC=C(C1)F